methyl-nonanediol CC(CCCCCCCC)(O)O